CC=1N=C(C=2N(C1)N=CC2)O 6-methylpyrazolo[1,5-a]pyrazin-4-ol